di(p-chlorobenzylidene)cyclohexanone Tert-Butyl-8-(2-(3-morpholinoprop-1-yn-1-yl)pyridin-4-yl)-3,8-diazabicyclo[3.2.1]octane-3-carboxylate C(C)(C)(C)OC(=O)N1CC2CCC(C1)N2C2=CC(=NC=C2)C#CCN2CCOCC2.ClC2=CC=C(C=C1C(C(CCC1)=O)=CC1=CC=C(C=C1)Cl)C=C2